DiGlycidyl ether C(C1CO1)OCC1CO1